1,2-diphenyl-2-styryl-ethanone C1(=CC=CC=C1)C(C(C=CC1=CC=CC=C1)C1=CC=CC=C1)=O